OC1=C(C=C(C=C1)N1CCN(CC1)S(=O)(=O)C1=CC=C(C=C1)NC(C1=C(C=CC=C1)N(S(=O)(=O)C)C)=O)C(F)(F)F N-(4-((4-(4-hydroxy-3-(trifluoromethyl)phenyl)piperazin-1-yl)sulfonyl)phenyl)-2-(N-methylmethylsulfonamido)benzamide